2-(3,4,5-trihydroxyphenyl)-3,5,7-trihydroxy-4h-1-benzopyran-4-one OC=1C=C(C=C(C1O)O)C=1OC2=C(C(C1O)=O)C(=CC(=C2)O)O